C(CCCCCCCCCCCCCCCCC)OC(C1=CC(=C(C(=C1)C(C)(C)C)O)C(C)(C)C)=O.C(#N)C1=CC=C(CSCCSCC2=CC=C(C=C2)C#N)C=C1 1,2-bis(4-cyanobenzylmercapto)ethane octadecyl-3,5-di-tert-butyl-4-hydroxybenzoate